5-(2-(4-cyclohexyl-1H-1,2,3-triazol-1-yl)acetamido)-6-((1R,2R)-1,2-dihydroxy-3-(4-hydroxy-3,5-dimethylbenzamido)propyl)-4-hydroxytetrahydro-2H-pyran-2-carboxylic acid C1(CCCCC1)C=1N=NN(C1)CC(=O)NC1C(CC(OC1[C@@H]([C@@H](CNC(C1=CC(=C(C(=C1)C)O)C)=O)O)O)C(=O)O)O